(S)-6-(2,4-dimethylpiperazin-1-yl)-7-ethoxy-4-(1-methyl-3-phenyl-1H-pyrazol-4-yl)quinazoline C[C@@H]1N(CCN(C1)C)C=1C=C2C(=NC=NC2=CC1OCC)C=1C(=NN(C1)C)C1=CC=CC=C1